methyl (2S)-2-[(tert-butoxycarbonyl)amino]-3,3-dimethylpent-4-ynoate C(C)(C)(C)OC(=O)N[C@H](C(=O)OC)C(C#C)(C)C